2-phenoxybenzene-1,4-diamine O(C1=CC=CC=C1)C1=C(C=CC(=C1)N)N